CSCCOC=1C=C(C=CC1OC)C(CN1C(=CC(C=C1C)=O)C)=O (2-(3-methylthioethoxy-4-methoxyphenyl)-2-oxoethyl)-2,6-dimethylpyridin-4(1H)-one